COS(=O)(=O)[O-].C1(=CC=CC=C1)[N+](C)(C)C phenyltrimethyl-ammonium methyl-sulfate